FC(C(=O)O)(F)F.C1(CCCCC1)C(N1CCNCC1)C1=CC=CC=C1 1-(cyclohexyl-(phenyl)methyl)piperazine 2,2,2-trifluoroacetate